ClC1=C(C=CC=C1C1=C(C(=CC=C1)C1=CC=2N(C=C1)N=C(N2)CNCCCO)Cl)C2=CC=C(C=C2)CNCCCO 3-(((2',2''-dichloro-3''-(2-(((3-hydroxypropyl)amino)methyl)-[1,2,4]triazolo[1,5-a]pyridin-7-yl)-[1,1':3',1''-terphenyl]-4-yl)methyl)amino)propan-1-ol